tert-butyl (R)-((7-chloro-1-((1-(3-cyano methylphenyl)ethyl)amino)pyrido[3,4-d]pyridazin-4-yl)methyl)(methyl)carbamate ClC1=CC=2C(=C(N=NC2N[C@H](C)C2=CC(=CC=C2)CC#N)CN(C(OC(C)(C)C)=O)C)C=N1